C(C1=CC=CC=C1)OC=1C=C(C2=CC=CC=C2C1)N1CC=2N=C(N=C(C2CC1)N1C(CN(CC1)C(=O)OC(C)(C)C)C(=O)OC)OCCN(C)C 1-tert-butyl 3-methyl 4-(7-(3-(benzyloxy)naphthalen-1-yl)-2-(2-(dimethylamino)ethoxy)-5,6,7,8-tetrahydropyrido[3,4-d]pyrimidin-4-yl)piperazine-1,3-dicarboxylate